(2S,3S,4R,5R)-5-(2-(5-fluoropyridin-3-yl)-6-(((4-methylpyridin-2-yl)methyl)amino)-9H-purin-9-yl)-3,4-dihydroxyl-N-methyltetrahydrofuran-2-formamide FC=1C=C(C=NC1)C1=NC(=C2N=CN(C2=N1)[C@H]1[C@@H]([C@@H]([C@H](O1)C(=O)NC)O)O)NCC1=NC=CC(=C1)C